C(C1=CC=CC=C1)NC(CC1=CC=C(C=N1)NC(C1=C(C=CC=C1)O)=O)=O N-(6-(2-(Benzylamino)-2-oxoethyl)pyridin-3-yl)-2-hydroxybenzamide